NC[C@H](COC1=CC=C(C=C1)C1=CC=C(C=C1)/C=C/[C@@H](CO)N1C(=NC=C1)[C@H](C)O)O (S,E)-4-(4'-((R)-3-amino-2-hydroxypropoxy)-[1,1'-biphenyl]-4-yl)-2-(2-((S)-1-hydroxyethyl)-1H-imidazol-1-yl)but-3-en-1-ol